diethyl 2-(4-(tert-butoxycarbonyl)piperazin-1-yl)-3-oxoheptanedioate C(C)(C)(C)OC(=O)N1CCN(CC1)C(C(=O)OCC)C(CCCC(=O)OCC)=O